P(OCC(C1=C(C=C(C=C1C)C(C)(C)C)C(C)(C)C)C1=C(C=C(C=C1C)C(C)(C)C)C(C)(C)C)([O-])[O-] bis(2,4-di-tert-butyl-6-methylphenyl)-ethyl phosphite